5-(6-(4-benzylpiperazin-1-yl)pyridin-3-yl)-7-(1-methyl-1H-pyrazol-4-yl)imidazo[1,2-a]pyridine-3-carbonitrile C(C1=CC=CC=C1)N1CCN(CC1)C1=CC=C(C=N1)C1=CC(=CC=2N1C(=CN2)C#N)C=2C=NN(C2)C